(5-Fluoropyridin-2-yl)methyl (1-hydroxy-7-methyl-1,3-dihydrobenzo[c][1,2]oxaborole-6-carbonyl)-L-valinate OB1OCC2=C1C(=C(C=C2)C(=O)N[C@@H](C(C)C)C(=O)OCC2=NC=C(C=C2)F)C